CN(CCN1C(=[N+](C=C1)C)C(=O)[O-])C 1-(2-dimethylaminoethyl)-3-methylimidazolium-2-carboxylate